[C@H]12NC[C@H]([C@H](C1)N)C2 |&1:4| (1R,4R,SR)-2-azabicyclo[2.2.1]heptan-5-amine